6-(1H-imidazol-1-yl)-N-(4-(2-methoxyethoxy)cyclohexyl)-4-(trifluoromethyl)pyridineamide N1(C=NC=C1)C1=CC(=CC(=N1)C(=O)NC1CCC(CC1)OCCOC)C(F)(F)F